C1=CC=C2C(=C1)C=C(C(=C2C3=C(C(=CC4=CC=CC=C43)Br)O)O)Br 3,3'-dibromo-1,1'-bi-2-naphthol